(S)-2-ethyl-2,3-dihydro-[1,4]oxazepino[6,7-c]isoquinoline-4(5H)-carboxylic acid tert-butyl ester C(C)(C)(C)OC(=O)N1C[C@@H](OC2=C(N=CC=3C=CC=CC23)C1)CC